(2E)-13-chloro-2-tridecenyl bromide ClCCCCCCCCCC/C=C/CBr